[3-[1-[(1R)-2-[2-[(1S)-2-benzyloxy-1-methyl-ethoxy]ethoxy]-1-methyl-ethyl]pyrazol-4-yl]-1-tetrahydropyran-2-yl-indazol-5-yl]oxy-tert-butyl-dimethyl-silane C(C1=CC=CC=C1)OC[C@@H](OCCOC[C@@H](C)N1N=CC(=C1)C1=NN(C2=CC=C(C=C12)O[Si](C)(C)C(C)(C)C)C1OCCCC1)C